C(N)(=O)C1=CC=C(C(=C1C1=C(C(=CC2=C1C[C@](O2)(C2=CC=CC=C2)C2N(CC(C2)(C)O)C(=O)OC(C)(C)C)F)Cl)F)OC[C@H](C)O tert-butyl 2-((2S,4S)-4-(6-carbamoyl-2-fluoro-3-((S)-2-hydroxypropoxy) phenyl)-5-chloro-6-fluoro-2-phenyl-2,3-dihydrobenzofuran-2-yl)-4-hydroxy-4-methylpyrrolidine-1-carboxylate